C(C)C1(OC2=C(C(C1)=O)C=C(C=C2)C2=NC(=NO2)C2=CN(C1=CC=CC=C21)CC)CC 2,2-diethyl-6-[3-(1-ethyl-1H-indol-3-yl)-1,2,4-oxadiazol-5-yl]-3,4-dihydro-2H-1-benzopyran-4-one